((1R,2S)-2-((3-bromo-2-methoxy-6-methylpyridin-4-yl)oxy)cyclobutyl)-2-methylpropan-2-sulfinamide BrC=1C(=NC(=CC1O[C@@H]1[C@H](CC1)CC(C)(S(=O)N)C)C)OC